C(C)(C)(C)OC(NC1COC(OC1)C1CCC(CC1)N1C=C(C2=C1N=CN=C2N)I)=O 2-(4-(4-amino-5-iodo-7H-pyrrolo[2,3-d]pyrimidin-7-yl)cyclohexyl)-1,3-dioxan-5-yl-carbamic acid tert-butyl ester